FC1(CC[C@H](C12CCNCC2)N)F (1R)-4,4-difluoro-8-azaspiro[4.5]decan-1-amine